[4-[8-[3-ethyl-4-[4-[(2S,4R)-4-hydroxypyrrolidine-2-carbonyl]piperazine-1-carbonyl]anilino]imidazo[1,2-a]pyrazin-3-yl]-2,3-difluorophenyl] methanesulfonate CS(=O)(=O)OC1=C(C(=C(C=C1)C1=CN=C2N1C=CN=C2NC2=CC(=C(C=C2)C(=O)N2CCN(CC2)C(=O)[C@H]2NC[C@@H](C2)O)CC)F)F